Dimethyldodecyl-trihexyl-silylpropyl-ammonium bromide [Br-].CC(CC([SiH3])(CCCCCCCCCCCC)C)[N+](CCCCCC)(CCCCCC)CCCCCC